2-chloromethyl-6-methylpyridine hydrochloride Cl.ClCC1=NC(=CC=C1)C